1-(3,3,3-Trifluoropropyl)-1H-imidazole-5-carboxylic acid FC(CCN1C=NC=C1C(=O)O)(F)F